sodium (3,4,5-trihydroxy-6-{2-[2-(2-{4-[4-(2-oxoazetidine-1-carbonyl)phenyl]-1H-1,2,3-triazol-1-yl}ethoxy)ethoxy]ethoxy}oxan-2-yl)methyl sulfate S(=O)(=O)(OCC1OC(C(C(C1O)O)O)OCCOCCOCCN1N=NC(=C1)C1=CC=C(C=C1)C(=O)N1C(CC1)=O)[O-].[Na+]